Pyrimidine-3-carboxylic acid sodium salt [Na+].N=1CN(C=CC1)C(=O)[O-]